tert-butyl 3-oxo-1,4-diazaspiro[5.5]undecane-4-carboxylate O=C1CNC2(CN1C(=O)OC(C)(C)C)CCCCC2